N-(Cyclohexylmethyl)-4-methoxy-6-(1H-pyrazol-1-yl)nicotinamide C1(CCCCC1)CNC(C1=CN=C(C=C1OC)N1N=CC=C1)=O